C(C)(C)(C)OC(CN1N=C(C=C1C(F)F)C1=NC(=NO1)C1(CC1)C1=C(C=CC=C1)C)=O tert-butyl-2-(5-(difluoromethyl)-3-(3-(1-(o-tolyl)cyclopropyl)-1,2,4-oxadiazol-5-yl)-1H-pyrazol-1-yl)acetate